ClC1=C(C2=C(C3=C(N=C(N(C3=O)CC3=CN=C(O3)C)C3=C(C=C(C(=C3)F)F)C3CC3)S2)C=C1)O 7-chloro-2-(2-cyclopropyl-4,5-difluorophenyl)-8-hydroxy-3-((2-methyloxazol-5-yl)methyl)benzo[4,5]thieno[2,3-d]pyrimidin-4(3H)-one